4-(6-ethyl-5-(methylsulfonyl) pyridine-2-yl)-1-methyl-1H-1,2,3-triazol-5-yl-carbamate C(C)C1=C(C=CC(=N1)C=1N=NN(C1NC([O-])=O)C)S(=O)(=O)C